1-(dimethoxymethyl)piperidine COC(N1CCCCC1)OC